N-((3-(2,6-difluoro-3,5-dimethoxyphenyl)-2-oxo-1-(pyridin-4-yl)-1,2,3,4-tetrahydropyrido[4,3-d]pyrimidin-7-yl)methyl)acrylamide FC1=C(C(=C(C=C1OC)OC)F)N1C(N(C2=C(C1)C=NC(=C2)CNC(C=C)=O)C2=CC=NC=C2)=O